CN1N=C(C(=C1)C(=O)O)C 1,3-dimethylpyrazole-4-carboxylic acid